C(CCCCCCCCC)C1=CC=CC=2N=C(OC21)NCCNC(OC(C)(C)C)=O tert-butyl (2-((7-decylbenzo[d]oxazol-2-yl)amino)ethyl)carbamate